(S)-2-(2,5-difluoro-4-(6-((1-methyl-1H-pyrazol-5-yl)methoxy)pyridin-2-yl)benzyl)-1-(oxetan-2-ylmethyl)-1H-benzo[d]imidazole-6-carboxylic acid FC1=C(CC2=NC3=C(N2C[C@H]2OCC2)C=C(C=C3)C(=O)O)C=C(C(=C1)C1=NC(=CC=C1)OCC1=CC=NN1C)F